C(CCC)OC(=O)NS(=O)(=O)C1=CC=C(C=C1)F Butoxycarbonyl-4-Fluorophenyl-Sulfonamide